N1(CCOCC1)C1CNC1 3-(morpholin-4-yl)azetidin